Cl.ClC1=CC(=C2C(=N1)C(=C(S2)C[C@@H](N)C(=O)NC2=NC=CC=C2)C)NCC=2OC=CC2 3-(5-chloro-7-{[(furan-2-yl)methyl]amino}-3-methylthieno[3,2-b]pyridin-2-yl)-N-pyridin-2-yl-D-alaninamide hydrochloride